OC(COC1=CC=C(C=C1)C=1C=C2C(=NC1)NC=C2C(=O)C=2C(=C(C(=CC2)F)NS(=O)(=O)CCC)F)CO N-(3-(5-(4-(2,3-dihydroxypropoxy)phenyl)-1H-pyrrolo[2,3-b]pyridine-3-carbonyl)-2,6-difluorophenyl)propane-1-sulfonamide